1,1,3-trifluoropropene FC(=CCF)F